N(=[N+]=[N-])CCCNC(CCC(C)(C)SC(=S)SCC)=O N-(3-Azidopropyl)-4-ethylsulfanylcarbothioylsulfanyl-4-methyl-pentanamid